3-Amino-6-(3,3-difluoropyrrolidin-1-yl)-4-(7-fluoro-1H-indazol-4-yl)-1H-1,10-phenanthrolin-2-one NC=1C(NC2=C3N=CC=CC3=C(C=C2C1C1=C2C=NNC2=C(C=C1)F)N1CC(CC1)(F)F)=O